N[C@@]1(CN(CC1)C1=C(C=NC(=C1C1=CC(=CC(=C1)F)F)OC)C(=O)NC1CC(C1)(F)F)C 4-[(3S)-3-amino-3-methylpyrrolidin-1-yl]-N-(3,3-difluorocyclobutyl)-5-(3,5-difluorophenyl)-6-methoxypyridine-3-carboxamide